6-fluoro-7-{3-[(5-hydroxypyridin-2-yl)carbamoyl]azetidin-1-yl}-4-oxo-1-(1,3-thiazol-2-yl)-1,4-dihydro-1,8-naphthyridine-3-carboxylic acid FC=1C=C2C(C(=CN(C2=NC1N1CC(C1)C(NC1=NC=C(C=C1)O)=O)C=1SC=CN1)C(=O)O)=O